ClC=1C(N(C=CC1C1=NC=2N(C=C1)N=CC2Cl)CCC(C)C)=O 3-chloro-4-(3-chloropyrazolo[1,5-a]pyrimidin-5-yl)-1-isopentylpyridin-2(1H)-one